C(C=C)(=O)OCCOC1OCC1 acryloyloxyethyloxyoxetane